6-((4-Chlorophenyl)amino)-1-cyclopentyl-3-methyl-1,3-dihydro-2H-imidazo[4,5-c]pyridin-2-one ClC1=CC=C(C=C1)NC1=CC2=C(C=N1)N(C(N2C2CCCC2)=O)C